(2-((5-bromo-2-((2-cyclobutoxy-5-(1-methyl-1H-pyrazol-4-yl)-4-(4-(piperazin-1-yl)piperidin-1-yl)phenyl)amino)pyrimidin-4-yl)amino)quinolin-1-yl)dimethylphosphine oxide hydrochloride Cl.BrC=1C(=NC(=NC1)NC1=C(C=C(C(=C1)C=1C=NN(C1)C)N1CCC(CC1)N1CCNCC1)OC1CCC1)NC1N(C2=CC=CC=C2C=C1)P(C)(C)=O